2-[(5-bromo-2,3-dihydrobenzofuran-4-yl)oxymethoxy]Ethyl-trimethylsilane BrC=1C=CC2=C(CCO2)C1OCOCC[Si](C)(C)C